CC1=C(C=NO1)C(=O)NC1=CC2=C(NC(=N2)C2=CC(=CC(=C2)C(F)(F)F)N2C=NC=C2C)C=C1 5-methyl-N-(2-(3-(5-methyl-1H-imidazol-1-yl)-5-(trifluoromethyl)phenyl)-1H-benz[d]imidazol-5-yl)isoxazole-4-carboxamide